P(=O)(O)(O)O[C@H]1[C@H]([C@@H](O[C@@H]1CO)N1C=NC=2C(N)=NC=NC12)OCC#C O-propargyl adenosine-3'-phosphate